FC=1C=C(C=CC1OC)C1=CN=C2N1C=CN=C2NC2=CC(=C(C(=O)N(C)CCOCCN1CCN(CC1)C=O)C=C2)C 4-[[3-(3-Fluoro-4-methoxyphenyl)imidazo[1,2-a]pyrazin-8-yl]amino]-N-[2-[2-(4-formylpiperazin-1-yl)ethoxy]ethyl]-N,2-dimethylbenzamid